N-{[4-(2,2-dicyanoacetyl)phenyl]methyl}-5-fluoro-2-methoxybenzamide C(#N)C(C(=O)C1=CC=C(C=C1)CNC(C1=C(C=CC(=C1)F)OC)=O)C#N